C(C)(C)(C)C1=NN(C(=C1)NC(=O)NCC1=C(C=CC=C1)S(=O)(=O)C=1C=CC=2N(C1)C(=NN2)C(C)C)C2=CC=CC=C2 1-(3-tert-butyl-1-phenyl-1H-pyrazol-5-yl)-3-(2-{[3-(1-methylethyl)[1,2,4]triazolo[4,3-a]pyridin-6-yl]sulfonyl}benzyl)urea